1-((3s,5r)-1-propenoyl-5-methoxypiperidin-3-yl)-4-amino-3-(4-phenoxyphenyl)-1,3-dihydro-2H-imidazo[4,5-c]pyridin-2-one C(C=C)(=O)N1C[C@H](C[C@H](C1)OC)N1C(N(C=2C(=NC=CC21)N)C2=CC=C(C=C2)OC2=CC=CC=C2)=O